FC1=C(C(=CC(=C1)OC)F)C1=C(C(N(N1C)C1=NC(=CC=C1C(F)(F)F)N1CC(C1)OC(C)C)=O)NC(C1=CC=C(C=C1)OC(F)F)=O N-[5-(2,6-difluoro-4-methoxyphenyl)-1-methyl-3-oxo-2-{6-[3-(propan-2-yloxy)azetidin-1-yl]-3-(trifluoromethyl)pyridin-2-yl}-2,3-dihydro-1H-pyrazol-4-yl]-4-(difluoromethoxy)benzamide